C1(=CC=CC=2C3=CC=CC=C3NC12)C1=CC=C(C=C1)C1=CC=C(C=C1)N 4'-(9H-carbazolyl)biphenyl-4-amine